FC(C(=O)[O-])(F)F.C[NH2+]C(C=O)C N-methyl-1-oxopropan-2-aminium 2,2,2-trifluoroacetate